[Cl-].[Cl-].ClC=1C=C(C=CC1)C(=[Zr+2](C1=CC=CC2=C3C(=C4C=5C=CC=CC5CC4=C21)C=CC=C3)C3C=CC=C3)C3=CC(=CC=C3)Cl di-(m-chlorophenyl)methylene(cyclopentadienyl)(dibenzofluorenyl)zirconium dichloride